methyl 2-(2-aminoacetamido)-3-(2-chlorobenzoyl)-4H,5H,6H-cyclopenta[b]thiophene-5-carboxylate NCC(=O)NC1=C(C2=C(S1)CC(C2)C(=O)OC)C(C2=C(C=CC=C2)Cl)=O